[3,3']bithiophenyl S1C=C(C=C1)C1=CSC=C1